C(C)(C)(C)[S@@](=O)\N=C\1/C2=CC=CC=C2CC12CCN(CC2)C(=O)OC(C)(C)C tert-butyl (R,Z)-1-((tert-butylsulfinyl) imino)-1,3-dihydrospiro[indene-2,4'-piperidine]-1'-carboxylate